(R)-3-((1-(2,6-dimethylpyridin-3-yl)-5-methyl-4-nitro-1H-pyrazol-3-yl)oxy)-2-methylpropan-1-ol CC1=NC(=CC=C1N1N=C(C(=C1C)[N+](=O)[O-])OC[C@@H](CO)C)C